4-fluoro-2-(2-fluoro-4-iodoanilino)-6-[3-(methylaminosulfonylamino)phenoxy]Benzamide FC1=CC(=C(C(=O)N)C(=C1)OC1=CC(=CC=C1)NS(=O)(=O)NC)NC1=C(C=C(C=C1)I)F